ClC1=C(N=NC(=C1)C)C 4-chloro-3,6-dimethyl-pyridazine